BrC=1C(=C(C=O)C(=CC1)Cl)O bromo-6-chloro-2-hydroxybenzaldehyde